BrC[C@H]1OC[C@@H](OC1)CN1CCN(CC1)C(=O)C1=CC(=C(C=C1)NC1=NC=C(C(=N1)NC)Cl)OC (4-(((2S,5S)-5-(bromomethyl)-1,4-dioxan-2-yl)methyl)piperazin-1-yl)(4-((5-chloro-4-(methylamino)pyrimidin-2-yl)amino)-3-methoxyphenyl)methanone